CN1C[C@H]([C@@H](CCC1)NC(=O)C1=CC(=CC=2N(C=NC21)CC(F)(F)F)C#CCNC2=C(C=C(C=C2)S(=O)(=O)C)OC)C N-[(3R,4R)-1,3-dimethylazepan-4-yl]-6-[3-(2-methoxy-4-methylsulfonyl-anilino)prop-1-ynyl]-1-(2,2,2-trifluoroethyl)benzimidazole-4-carboxamide